CN(C1CCC(CC1)NC=1N=CC2=C(N1)N(C(C(=C2)C2=CC(=C(C(=C2)F)NS(=O)(=O)CCC)F)=O)C(C)C)C N-(4-(2-(((1r,4r)-4-(dimethylamino)cyclohexyl)amino)-8-isopropyl-7-oxo-7,8-dihydropyrido[2,3-d]pyrimidin-6-yl)-2,6-difluorophenyl)propane-1-sulfonamide